(hydroxymethyl)-methylamine OCNC